Benzyl 4,4-dichloroazepane-1-carboxylate Tungsten(VI) chloride [W](Cl)(Cl)(Cl)(Cl)(Cl)Cl.ClC1(CCN(CCC1)C(=O)OCC1=CC=CC=C1)Cl